C(C1=CC=CC=C1)[N+](=C(CC1=CC=C(C=C1)OC)C)[O-] N-benzyl-1-(4-methoxyphenyl)propane-2-imine oxide